2-chloro-N1,5-dimethyl-N1-phenylbenzene-1,3-diamine ClC1=C(C=C(C=C1N)C)N(C1=CC=CC=C1)C